C1=NC=CC2=CC=C(C=C12)B(O)O isoquinoline-7-boronic acid